CS(=O)(=O)[O-].CC1=C(C=CC=C1)[SH2+] (2-methylphenyl)sulfonium methanesulfonate salt